C(C1CO1)OCC(COCC1CO1)OCC1CO1 1,2,3-tris(2,3-epoxypropoxy)propane